5-(3-propylbenzoyl)amino-3-(1-(2-pentyl)piperidin-4-yl)-1H-indole C(CC)C=1C=C(C(=O)NC=2C=C3C(=CNC3=CC2)C2CCN(CC2)C(C)CCC)C=CC1